3-(1-ethoxyvinyl)-6-methyl-7-(2,3,5-trifluorophenyl)pyrazolo[3,2-b][1,3]Thiazole-2-carboxylic acid C(C)OC(=C)C=1N2C(SC1C(=O)O)=C(C(=N2)C)C2=C(C(=CC(=C2)F)F)F